2-Ethoxy-N-(8'-(2-oxopyrrolidin-1-yl)-4'H-spiro[cyclopropane-1,5'-naphtho[2,1-d]isoxazol]-3'-yl)benzenesulfonamide C(C)OC1=C(C=CC=C1)S(=O)(=O)NC1=NOC2=C1CC1(C3=CC=C(C=C32)N3C(CCC3)=O)CC1